tert-butoxycarbonyl-7-chloro-5-fluoro-indole-2-carboxylic acid C(C)(C)(C)OC(=O)C1=C(NC2=C(C=C(C=C12)F)Cl)C(=O)O